2-(2-formylphenoxy)hexanoic acid C(=O)C1=C(OC(C(=O)O)CCCC)C=CC=C1